C1(=CC=CC=C1)C=1C=NC=CC1C=1C=C(C=C(C1)C=1C(=CC=CC1)C1=CC=CC=C1)C1=NC=NC=N1 6-{5-(3-phenylpyridin-4-yl)-1,1':2',1''-terphenyl-3-yl}-1,3,5-triazine